sodium 2-(methylamino)ethanol dithiocarbamate C(N)(=S)OCCNC.[Na]